{4-[dimethoxy-(4-phenylthiophenyl)methyl]phenyl}diphenylsulfonium p-styrenesulfonate C=CC1=CC=C(C=C1)S(=O)(=O)[O-].COC(C1=CC=C(C=C1)[S+](C1=CC=CC=C1)C1=CC=CC=C1)(C1=CC=C(C=C1)SC1=CC=CC=C1)OC